ClC=1C=C(C=CC1C=1N(C2=NC=NC(=C2N1)OC1(CC1)C)CC1=C(C=CC=C1)C#N)CCCC(C(=O)O)C 5-(3-chloro-4-(9-(2-cyanobenzyl)-6-(1-methylcyclopropoxy)-9H-purin-8-yl)phenyl)-2-methylpentanoic acid